C(C)N1C2=C(C=CC1=O)N(C=C2C2=NC(=CC(=C2)OC2CCC(CC2)C(F)(F)F)C)S(=O)(=O)C2=CC=C(C=C2)C rel-4-ethyl-3-(6-methyl-4-{[(1r,4r)-4-(trifluoromethyl)-cyclohexyl]oxy}pyridin-2-yl)-1-(4-methylbenzenesulfonyl)-1H,4H,5H-pyrrolo-[3,2-b]pyridin-5-one